CC(\C=N\CCCCC)=C (E)-2-methyl-N-pentylprop-2-en-1-imine